N-(6-methyl-2-(octahydro-2H-pyrazino[1,2-a]pyrazin-2-yl)pyrimidin-4-yl)-1H-indazol-5-amine CC1=CC(=NC(=N1)N1CC2N(CC1)CCNC2)NC=2C=C1C=NNC1=CC2